2-(7-bromo-1,3-benzodioxol-5-yl)-N4,6-dimethyl-pyrimidine-2,4-diamine BrC1=CC(=CC2=C1OCO2)C2(NC(=CC(=N2)NC)C)N